OC1=C(C=C(C=C1)C)C(CC1=CC(=CC=C1)C)=O 1-(2-hydroxy-5-methylphenyl)-2-(3-methylphenyl)-1-ethanone